N-[3-[2-(2-aminothiazol-5-yl)ethynyl]-4-methyl-phenyl]-4-(trifluoromethyl)pyridine-2-carboxamide NC=1SC(=CN1)C#CC=1C=C(C=CC1C)NC(=O)C1=NC=CC(=C1)C(F)(F)F